5-methyl-2-(trifluoromethyl)-6,7-dihydro-5H-benzo[c]imidazo[1,2-a]azepine-9-carboxylic acid methyl ester COC(=O)C1=CC2=C(C=3N(C(CC2)C)C=C(N3)C(F)(F)F)C=C1